2-(4-ethylphenyl)-5-phenyl-6H-1,3,4,2-dioxazaborinine C(C)C1=CC=C(C=C1)B1OCC(=NO1)C1=CC=CC=C1